OC=1C(=CC2=C(NC[C@H]3N(C2=O)CC2(CC2)C3)C1)OC (S)-8-hydroxy-7-methoxy-1,10,11,11a-tetrahydro-3H,5H-spiro[benzo[e]pyrrolo[1,2-a][1,4]diazepin-2,1'-cyclopropane]-5-one